4-amino-3,3-dimethylbutyldimethoxymethylsilane NCC(CC[SiH2]C(OC)OC)(C)C